CC1=C(C(=NO1)C)C=1N=C(C2=C(N1)C=NC=C2)NC2(CC2)C 2-(dimethyl-1,2-oxazol-4-yl)-N-(1-methylcyclopropyl)pyrido[3,4-d]pyrimidin-4-amine